4-[4-hydroxymethyloxybenzoyl]cinnamic acid ethyl ester C(C)OC(C=CC1=CC=C(C=C1)C(C1=CC=C(C=C1)OCO)=O)=O